(S)-4-((((7-((S)-1-Benzylpiperidin-3-yl)-2-methylpyrazolo[1,5-a]pyrimidin-3-yl)methyl)amino)methyl)-1-methylpiperidin-2-one C(C1=CC=CC=C1)N1C[C@H](CCC1)C1=CC=NC=2N1N=C(C2CNC[C@@H]2CC(N(CC2)C)=O)C